(S)-3-((benzyloxy)methyl)-1-(1-((3-chloropyridin-2-yl)oxy)-8-((1,1,1-trifluoropropan-2-yl)oxy)isoquinolin-6-yl)-4-ethyl-1H-1,2,4-triazol-5(4H)-one C(C1=CC=CC=C1)OCC1=NN(C(N1CC)=O)C=1C=C2C=CN=C(C2=C(C1)O[C@H](C(F)(F)F)C)OC1=NC=CC=C1Cl